BrC=1C(=C(COC=2C=C(C(=C3CCCC23)CN2C(CC2)CO)OCC=2C=NC=C(C#N)C2)C=CC1)C 5-(((7-((3-bromo-2-methylbenzyl)oxy)-4-((2-(hydroxymethyl)azetidin-1-yl)methyl)-2,3-dihydro-1H-inden-5-yl)oxy)methyl)nicotinonitrile